C[N+]1=CN(C=C1)S(=O)(=O)N1CCC(CC1)C1=CC=CC=C1 3-methyl-1-(4-phenylpiperidin-1-ylsulfonyl)-1H-imidazol-3-ium